FC=1C(=CC(=C(C(=O)NC2=C(C=CC=C2C)F)C1)O[C@@H](C)CCC)N1N=C2N(C=CC=C2)C1=O 5-fluoro-N-(2-fluoro-6-methylphenyl)-4-(3-oxo[1,2,4]triazolo[4,3-a]pyridin-2(3H)-yl)-2-[(2S)-pent-2-yloxy]benzamide